NCCCN(CCC[Si](OC)(OC)C)C N-(γ-aminopropyl)-N-methyl-γ-aminopropylmethyldimethoxysilane